C(#N)C=1C=C(C=CC1)N1N=C(C=C1C(=O)NC1=CC(=CC=C1)C(C1=CC=CC=C1)O)C(F)(F)F 1-(3-cyanophenyl)-N-(3-(hydroxy(phenyl)methyl)phenyl)-3-(trifluoromethyl)-1H-pyrazole-5-carboxamide